2-(4-methyl-3-pentenyl)-6-chloro-9-acryloyloxy-10-methoxycarbonyloxy-1,2,3,4-tetrahydroanthracene CC(=CCCC1CC2=C(C3=CC=C(C=C3C(=C2CC1)OC(=O)OC)Cl)OC(C=C)=O)C